[Ti].C1(CC1)COC=1C=C(C=C)C=CC1OC(F)F 3-(Cyclopropylmethoxy)-4-(difluoromethoxy)styrene Titanium